CC(CS(=O)(=O)O)(C)NC(CC)=O 2-methyl-2-propionamidopropanesulfonic acid